[Cu].[Sc].[Mn] manganese scandium copper